C1(=CC=CC=C1)C=1N=C(OC1C1=CC=CC=C1)SCC(=O)NCCOC 2-(4,5-diphenyloxazol-2-yl)sulfanyl-N-(2-meth-oxyethyl)acetamide